2-amino-4-hydroxy-3-[2-(morpholin-2-yl)ethenyl]-N-(3-oxo-3,4-dihydro-2H-1,4-benzoxazin-7-yl)benzamide NC1=C(C(=O)NC2=CC3=C(NC(CO3)=O)C=C2)C=CC(=C1C=CC1CNCCO1)O